CN(CCOC=1C=C(NC2=NC=CC(=N2)N2C=C(C3=CC=CC=C23)C(=O)N)C=CC1)C 1-{2-[3-(2-dimethylamino-ethoxy)-anilino]-pyrimidin-4-yl}-1H-indole-3-carboxamide